FC1=C(C=C(C=C1C)[N+](=O)[O-])[C@@H](C)NC1=CC(=NC2=CC=C(C=C12)C=1CCNCC1)C (R)-N-(1-(2-fluoro-3-methyl-5-nitrophenyl)ethyl)-2-methyl-6-(1,2,3,6-tetrahydropyridin-4-yl)quinolin-4-amine